ClC1=C(C=CC=C1)CC(=O)NC=1C=C(C2=CN(N=C2C1)C(F)C1CC1)S(N)(=O)=O 2-(2-chlorophenyl)-N-(2-(cyclopropylfluoromethyl)-4-sulfamoyl-2H-indazol-6-yl)acetamide